methyl 1-(6-(((5-amino-1,3,4-thiadiazol-2-yl)oxy)methyl)pyridin-3-yl)cyclopropane-1-carboxylate NC1=NN=C(S1)OCC1=CC=C(C=N1)C1(CC1)C(=O)OC